FC1=C(C=CC2=C1CNS2(=O)=O)NC2=NNC(=C2)C2CC(CC2)C2=NC=CC(=C2)C(C)C 4-fluoro-5-((5-(3-(4-isopropylpyridin-2-yl)cyclopentyl)-1H-pyrazol-3-yl)amino)-2,3-dihydrobenzo[d]isothiazole 1,1-dioxide